O=C1NC(CCC1N1C(C2=CC=C(C=C2C1=O)N([C@@H]1[C@H](CCCC1)NC)C)=O)=O 2-(2,6-dioxopiperidin-3-yl)-5-(methyl((1S,2S)-2-(methylamino)cyclohexyl)amino)-isoindoline-1,3-dione